S1C(=NC=C1)C1=CC=C(C=2N=C(OC21)N2CC1N(C(C2)C1)C(=O)OC(C)(C)C)C(C(F)(F)F)OCC(=O)OC tert-Butyl 3-(7-(thiazol-2-yl)-4-(2,2,2-trifluoro-1-(2-methoxy-2-oxoethoxy)ethyl)benzo[d]oxazol-2-yl)-3,6-diazabicyclo[3.1.1]heptane-6-carboxylate